ClC1=CC=C(C(=N1)C=1C=NN(C1)C)NC(C)C=1C=2C3=C(N(C(C2C=C(C1)C)=O)C)N(N=C3)CCO 9-[1-[[6-chloro-2-(1-methylpyrazol-4-yl)-3-pyridinyl]amino]ethyl]-3-(2-hydroxyethyl)-4,7-dimethyl-pyrazolo[3,4-c]isoquinolin-5-one